ClC1=CC(=C(C=C1)N1CN(C(C2=C1N=CC(=C2)C(F)(F)F)=O)C2=C(NC(C=C2)=O)C)C 1-(4-chloro-2-methylphenyl)-3-(2-methyl-6-oxo-1,6-dihydropyridin-3-yl)-6-(trifluoromethyl)-2,3-dihydropyrido[2,3-d]pyrimidin-4(1H)-one